2-(6-{5-chloro-2-[(oxan-4-yl)amino]pyrimidin-4-yl}-1-oxo-2,3-dihydro-1H-isoindol-2-yl)-N-[(1S)-2-hydroxy-1-[6-(trifluoromethyl)pyridin-2-yl]ethyl]acetamide ClC=1C(=NC(=NC1)NC1CCOCC1)C1=CC=C2CN(C(C2=C1)=O)CC(=O)N[C@H](CO)C1=NC(=CC=C1)C(F)(F)F